N-((R)-3,3-difluoro-1-(methylsulfonyl)piperidin-4-yl)-6-fluoro-5-(1-((R)-2-fluoropropyl)-1H-benzo[d][1,2,3]triazol-6-yl)-4-methoxypyrrolo[2,1-f][1,2,4]triazin-2-amine FC1(CN(CC[C@H]1NC1=NN2C(C(=N1)OC)=C(C(=C2)F)C=2C=CC1=C(N(N=N1)C[C@@H](C)F)C2)S(=O)(=O)C)F